N[C@@H]1CN(CC[C@H]1F)C1=NC2=C(C=NC=C2)N1CC1=CC=C(C#N)C=C1 4-((2-((3R,4R)-3-amino-4-fluoropiperidin-1-yl)-3H-imidazo[4,5-c]pyridin-3-yl)methyl)benzonitrile